CCCCCCCCCCCCCC(=O)OC(CC(=O)[O-])C[N+](C)(C)C The molecule is an O-acylcarnitine having tetradecanoyl (myristoyl) as the acyl substituent. It has a role as a metabolite. It is an O-acylcarnitine and a tetradecanoate ester.